FC1=C(C=C(C=C1)F)S(=O)(=O)NO 2,5-Di-fluoro-N-hydroxybenzenesulfonamide